1-((2-Fluoro-4-(5-methyl-2-((1-(1-(1-methylcyclopropanecarbonyl)piperidin-4-yl)-1H-pyrazol-4-yl)amino)pyrimidin-4-yl)phenoxy)methyl)cyclopropanecarbonitrile FC1=C(OCC2(CC2)C#N)C=CC(=C1)C1=NC(=NC=C1C)NC=1C=NN(C1)C1CCN(CC1)C(=O)C1(CC1)C